C1(CCCC1)N1C(C=C(C2=C1N=C(N=C2)NC2=NN(C=C2)CC)C)=O 8-cyclopentyl-2-((1-ethyl-1H-pyrazol-3-yl)amino)-5-methylpyrido[2,3-d]pyrimidin-7(8H)-one